FC1=CN=C(C2=C1N=CN=C2O)OC 8-fluoro-5-methoxypyrido[4,3-d]pyrimidin-4-ol